methyl-1H-pyrazole-5-carboxamide CN1N=CC=C1C(=O)N